5-amino-6-iodo-3-methylpyrimidin-4(3H)-one NC=1C(N(C=NC1I)C)=O